tert-Butyl 3-bromophenethylcarbamate BrC=1C=C(CCNC(OC(C)(C)C)=O)C=CC1